FC(C(=O)C=1N(C=CN1)C)(F)F 2,2,2-Trifluoro-1-(1-methyl-1H-imidazol-2-yl)ethan-1-one